C(C)(C)(C)OC(=O)N1C[C@@H](N([C@@H](C1)C=C)C(C)(C)C1=CC=CC=C1)C=C (3S,5R)-4-(2-phenylpropane-2-yl)-3,5-divinyl-piperazine-1-carboxylic acid tert-butyl ester